ClC=1C(=NC(=NC1)N(C)C1CC=C(CC1)C1=CC=C2C(=NN(C2=C1)C)C1C(NC(CC1)=O)=O)NC=1C=C2C=C(C(N(C2=CC1)C)=O)OCC(=O)NC 2-[[6-[[5-chloro-2-[[4-[3-(2,6-dioxo-3-piperidyl)-1-methyl-indazol-6-yl]cyclohex-3-en-1-yl]-methyl-amino]pyrimidin-4-yl]amino]-1-methyl-2-oxo-3-quinolyl]oxy]-N-methyl-acetamide